N-methyl-8,11-dioxa-2,21,25,29-tetraazapentacyclo[17.6.2.1^{3,7}.1^{12,16}.0^{23,27}]nonacosa-1(26),3,5,7(29),12,14,16(28),19,21,23(27),24-undecaen-17-yn-22-amine CNC1=NC=C2C#CC=3C=CC=C(OCCOC=4C=CC=C(NC=5N=CC1=C2C5)N4)C3